Methyl 4-(2-(4-(hydroxymethyl)piperidin-1-yl)-2-oxoethyl)benzoate OCC1CCN(CC1)C(CC1=CC=C(C(=O)OC)C=C1)=O